CC1=C(C(NC(=C1)C)=O)CC1=C2C(=C(N(C2=CC(=C1)NCC=CCN(C)C)C(C)C)C)C(=O)N ((4,6-dimethyl-2-oxo-1,2-dihydropyridin-3-yl)methyl)-6-(4-(dimethylamino)but-2-enylamino)-1-isopropyl-2-methyl-1H-indole-3-carboxamide